O1CCC2=C1C(=CC=C2)N(C(=O)C=2C=CC=1N(C2)C(=CN1)C=1C=CC(=NC1)NC(OC)=O)C methyl N-[5-[6-[2,3-dihydrobenzofuran-7-yl(methyl)carbamoyl]imidazo[1,2-a]pyridin-3-yl]-2-pyridyl]carbamate